OC1=C2CCC(OC2=CC(=C1)/C=C/C1=CC=2C[C@@H]3C([C@@H](CC[C@]3(OC2C2=C1C=CCO2)C)O)(C)C)(C)C (7aR,9R,11aR)-5-((E)-2-(5-hydroxy-2,2-dimethylchroman-7-yl)vinyl)-8,8,11a-trimethyl-2,7,7a,8,9,10,11,11a-octahydropyrano[3,2-c]xanthen-9-ol